C1(CC1)CCC(N1C=NC=C1)C=1C=C(C=CC1)NC(=O)C1=CC(=NN1)C(F)(F)F N-(3-(3-cyclopropyl-1-(1H-imidazol-1-yl)propyl)phenyl)-3-(trifluoromethyl)-1H-pyrazole-5-carboxamide